(S)-6-fluoro-2-(2-hydroxypropan-2-yl)-2,3,4,9-tetrahydro-1H-carbazole-8-carboxamide FC=1C=C2C=3CC[C@@H](CC3NC2=C(C1)C(=O)N)C(C)(C)O